(3S,5R)-4-acryloyl-5-(2-(3-carbamoyl-4-fluorophenyl)-6-chloropyridin-4-yl)morpholine-3-carboxamide C(C=C)(=O)N1[C@@H](COC[C@H]1C1=CC(=NC(=C1)Cl)C1=CC(=C(C=C1)F)C(N)=O)C(=O)N